3-(trimethoxysilyl)propyl-di-n-tetradecylmethyl-ammonium chloride [Cl-].CO[Si](CCC[N+](C)(CCCCCCCCCCCCCC)CCCCCCCCCCCCCC)(OC)OC